O.S(=O)([O-])[O-].[Na+].[Na+] Sodium sulfite hydrate